C1SCC12CC(C2)NC(OC(C)(C)C)=O tert-butyl 2-thiaspiro[3.3]heptan-6-ylcarbamate